ethyl 5-amino-2-[8-(2-cyanoallylamino)-7-methoxy-2-naphthyl]pyrimidine-4-carboxylate NC=1C(=NC(=NC1)C1=CC2=C(C(=CC=C2C=C1)OC)NCC(=C)C#N)C(=O)OCC